8-(1-benzyl-1H-pyrazol-4-yl)-2-furan-2-yl-1-propyl-1,7-dihydro-purin-6-one C(C1=CC=CC=C1)N1N=CC(=C1)C1=NC=2N=C(N(C(C2N1)=O)CCC)C=1OC=CC1